C(CC1=CC=CC=C1)N1CCC(CC1)NC(=O)C=1OC=CC1 N-(1-Phenethylpiperidin-4-yl)furan-2-carboxamid